FC1=CC=C(C=C1)N1C=C(C2=CC=CC=C12)CCCCN1C2C=C(CC1CC2)C2=CC=C(C=C2)F (4-fluorophenyl)-3-[4-[3-(4-fluorophenyl)-8-azabicyclo[3.2.1]oct-2-en-8-yl]-1-butyl]-1H-indole